7-bromo-4-chloro-5-(trifluoromethyl)isoquinolin-1(2H)-one BrC1=CC(=C2C(=CNC(C2=C1)=O)Cl)C(F)(F)F